O1CCN(CC1)CCNCC(=O)OC(C)(C)C tert-butyl (2-morpholinoethyl)glycinate